3-(1-oxo-4-((2-((2-(4-(4-(quinoxalin-2-yl)-1H-pyrazol-1-yl)piperidin-1-yl)-2,3-dihydro-1H-inden-5-yl)amino)pyrimidin-4-yl)amino)isoindolin-2-yl)piperidine-2,6-dione O=C1N(CC2=C(C=CC=C12)NC1=NC(=NC=C1)NC=1C=C2CC(CC2=CC1)N1CCC(CC1)N1N=CC(=C1)C1=NC2=CC=CC=C2N=C1)C1C(NC(CC1)=O)=O